tert-Butyl 3-(4-(methylthio)-2,6-dioxo-3-(3,4,5-trifluorobenzyl)-3,6-dihydro-1,3,5-triazin-1(2H)-yl)isonicotinate CSC=1N(C(N(C(N1)=O)C1=C(C(=O)OC(C)(C)C)C=CN=C1)=O)CC1=CC(=C(C(=C1)F)F)F